P(OCCCC)(OC)[O-] butyl methyl phosphite